3,8-dichloroimidazo[1,2-a]pyridine-7-thiol ClC1=CN=C2N1C=CC(=C2Cl)S